S1C(=NC2=C1C=CC=C2)CN2CCN(CC2)C2=C(C(=O)NS(=O)(=O)CC)C=CC=C2 2-[4-(1,3-benzothiazol-2-ylmethyl)piperazin-1-yl]-N-ethylsulfonyl-benzamide